C(C#C)OC1=CC=C(C=C1)N1CCN(CC1)C(=O)ON1C(N2[C@@H](CN(CC2)C(C2=CC=C(C=C2)OC2=CC=CC=C2)=O)C1=O)=O (S)-1,3-dioxo-7-(4-phenoxybenzoyl)hexahydroimidazo[1,5-a]pyrazin-2(3H)-yl 4-(4-(prop-2-yn-1-yloxy)phenyl)piperazine-1-carboxylate